FC(C1=CC=C(C=C1)B(O)O)(F)F 4-(Trifluoromethyl)phenyl-boronic acid